OC(CCCCCCCC(=O)OC(CCCCCCCCCC)CCCCCCCCCC)CCCCCCC Henicosan-11-Yl 9-Hydroxyhexadecanoate